(6S)-6-{2-Chloro-3-[2-(difluoro-methoxy)anilino]phenyl}-2-imino-6-methyl-3-(tetrahydro-pyran-4-yl)hexahydropyrimidin-4-one ClC1=C(C=CC=C1NC1=C(C=CC=C1)OC(F)F)[C@@]1(CC(N(C(N1)=N)C1CCOCC1)=O)C